ClC=1C=CC2=C([C@@H]([C@](O2)(C2=NC=CC=C2)CNC(OC(C)(C)C)=O)O)C1C1=C(C(=CC=C1C#N)OC)F |r| racemic-tert-butyl (((2R*,3S*,4S*)-5-chloro-4-(6-cyano-2-fluoro-3-methoxyphenyl)-3-hydroxy-2-(pyridin-2-yl)-2,3-dihydrobenzofuran-2-yl)methyl)carbamate